C(#N)C1=C(C=C(C=C1)NC1=NC=C(C(=N1)NCC=1C(=NC=CN1)N(S(=O)(=O)C)C)C(F)(F)F)O N-{3-[({2-[(4-cyano-3-hydroxyphenyl)amino]-5-(trifluoromethyl)pyrimidin-4-yl}amino)methyl]pyrazin-2-yl}-N-methylmethane-sulfonamide